tert-butyl (1-(morpholinomethyl)cyclopropyl)carbamate O1CCN(CC1)CC1(CC1)NC(OC(C)(C)C)=O